2-(3-(3-phenoxyphenyl)-4-(4-sulfamoylbenzyl)-1H-pyrazol-1-yl)thiazole-4-carboxylic acid O(C1=CC=CC=C1)C=1C=C(C=CC1)C1=NN(C=C1CC1=CC=C(C=C1)S(N)(=O)=O)C=1SC=C(N1)C(=O)O